(S)-2-hydroxy-1-((3aR,5R,6aS)-5-((5-(5-(4-hydroxypyridin-2-yl)-1,3,4-thiadiazol-2-yl)-1H-pyrrolo[2,3-b]pyridin-4-yl)amino)hexahydrocyclopenta[c]pyrrol-2(1H)-yl)-propan-1-one O[C@H](C(=O)N1C[C@@H]2[C@H](C1)CC(C2)NC2=C1C(=NC=C2C=2SC(=NN2)C2=NC=CC(=C2)O)NC=C1)C